C(C1CO1)OP([O-])([O-])=O.[Na+].[Na+] sodium glycidoxyphosphonate